(3R)-2-(3,4-dichlorobenzoyl)-9-[(1S)-1-(4-methoxyphenyl)ethyl]-3-methyl-1,2,3,4,8,9-hexahydropyrido[4',3':3,4]pyrazolo[1,5-a]pyrazin-10(7H)-one ClC=1C=C(C(=O)N2CC=3C(=NN4C3C(N(CC4)[C@@H](C)C4=CC=C(C=C4)OC)=O)C[C@H]2C)C=CC1Cl